[P].[N].N1C=NCC1 Imidazoline nitrogen phosphorus